[Si](C)(C)(C(C)(C)C)OC[C@@H](C[C@@]1(N(CCC1=C)C(=O)OCCC(C)(C)C)C(=O)[O-])F 1-(tert-butyl)2-ethyl (S)-2-((R)-3-((tert-butyldimethylsilyl)oxy)-2-fluoropropyl)-3-methylenepyrrolidine-1,2-dicarboxylate